(5-(6-bromo-1-((2-(trimethylsilyl)ethoxy)methyl)-1H-benzo[d]imidazol-2-yl)-1-((2-(trimethylsilyl)ethoxy)methyl)-1H-pyrrol-3-yl)(2-(trifluoromethyl)phenyl)methanone BrC=1C=CC2=C(N(C(=N2)C2=CC(=CN2COCC[Si](C)(C)C)C(=O)C2=C(C=CC=C2)C(F)(F)F)COCC[Si](C)(C)C)C1